4-(1-aminoethyl)-2-(chroman-4-yl)-6-methylisoindolin-1-one NC(C)C1=C2CN(C(C2=CC(=C1)C)=O)C1CCOC2=CC=CC=C12